OC1C(OC(C1)CO)C#N 3-hydroxy-5-(hydroxymethyl)-tetrahydrofuran-2-carbonitrile